O[C@H](CO[N+](=O)[O-])C1CCN(CC1)S(=O)(=O)C1=CC(=C(C=C1)OCCC)C=1NC(C2=C(N1)C(=CN2C)CCC)=O (S)-2-Hydroxy-2-(1-((3-(5-methyl-4-oxo-7-propyl-4,5-dihydro-3H-pyrrolo[3,2-d]pyrimidin-2-yl)-4-propoxyphenyl)sulfonyl)piperidin-4-yl)ethylnitrat